Methyl 5-(2-(4-(2-((tert-butoxycarbonyl)amino)ethyl)-1H-1,2,3-triazol-1-yl)ethoxy)benzo[c][2,6]naphthyridine-8-carboxylate C(C)(C)(C)OC(=O)NCCC=1N=NN(C1)CCOC1=NC2=C(C3=CN=CC=C13)C=CC(=C2)C(=O)OC